(S)-5-bromo-2-(sec-butyl)-2H-indazole-3-carboxylic acid methyl ester COC(=O)C=1N(N=C2C=CC(=CC12)Br)[C@@H](C)CC